FCCC1(N(CCC1)C)C(=O)OC methyl 2-(2-fluoroethyl)-1-methylpyrrolidine-2-carboxylate